4-benzoyl-N-[2-(1-oxo-2-propenyloxy)ethyl]benzyl-ammonium bromide [Br-].C(C1=CC=CC=C1)(=O)C1=CC=C(C[NH2+]CCOC(C=C)=O)C=C1